2-((4-(3-(diethylamino)propoxy)-3,5-dimethylphenyl)amino)-4-(3-phenylisoxazolidin-2-yl)pyrimidine-5-Carbonitrile Hydrochloride Cl.C(C)N(CCCOC1=C(C=C(C=C1C)NC1=NC=C(C(=N1)N1OCCC1C1=CC=CC=C1)C#N)C)CC